tert-butyl (2S)-2-[methoxy(methyl)carbamoyl]piperidine-1-carboxylate CON(C(=O)[C@H]1N(CCCC1)C(=O)OC(C)(C)C)C